FC1(COC1)C1=CC=C(C=C1)C1=CC=CN2C1=NS(CC2)(=O)=O 9-[4-(3-fluorooxetan-3-yl)phenyl]-3,4-dihydropyrido[2,1-c][1,2,4]thiadiazine 2,2-dioxide